N-[(2-fluoro-4-methoxyphenyl)methyl]-1-methylpiperidin-4-amine FC1=C(C=CC(=C1)OC)CNC1CCN(CC1)C